1,4,4a,5,5a,6,11,12a-octahydro-3,10,12,12a-tetrahydroxy-1,11-dioxo-2-naphthacenecarboxamide OC1=C(C(C2(C(=C3C(C4=C(C=CC=C4CC3CC2C1)O)=O)O)O)=O)C(=O)N